CN1CCCC2=CC(=CC=C12)N1C(NC(CC1)=O)=O 1-(1-methyl-1,2,3,4-tetrahydroquinolin-6-yl)dihydropyrimidine-2,4(1H,3H)-dione